Cl.FC(CS(=O)(=O)NC1=CC=C(C2=CC=CC=C12)OC=1N=CSC1C1=NC(=NC=C1)N[C@@H]1CC[C@H](CC1)N)(F)F 2,2,2-trifluoro-N-(4-{[5-(2-{[(trans)-4-aminocyclohexyl]amino}pyrimidin-4-yl)-1,3-thiazol-4-yl]oxy}naphthalen-1-yl)ethane-1-sulfonamide hydrochloride